4-(1-oxo-1,3,4,5,6,7-hexahydro-2H-pyrrolo[3,4-c]pyridin-2-yl)benzoic acid trifluoroacetate FC(C(=O)O)(F)F.O=C1N(CC=2CNCCC21)C2=CC=C(C(=O)O)C=C2